ClC1=NC=CC2=CC=CC(=C12)C 1-chloro-8-methylisoquinoline